methyl 5,9,13-trimethyltetradeca-4,8,12-trienoate (methyl farnesylacetate) CC(C(=O)O)CC=C(C)CCC=C(C)CCC=C(C)C.CC(=CCCC(=O)OC)CCC=C(CCC=C(C)C)C